BrC1=CC=C2C=3C(C4=C(C=C(C=C4)OC)C4(CCOCC4)C3NC2=C1)=O 3-Bromo-8-methoxy-2',3',5',6'-tetrahydrospiro[benzo[b]carbazole-6,4'-pyran]-11(5H)-one